propanoic acid (2,3,5,6-tetrafluorophenyl) ester FC1=C(C(=C(C=C1F)F)F)OC(CC)=O